7-(1-acryloylpyrrolidin-2-yl)-2-(4-phenoxyphenyl)-4,5,6,7-tetrahydropyrazolo[1,5-a]pyrimidine-3-carboxamide C(C=C)(=O)N1C(CCC1)C1CCNC=2N1N=C(C2C(=O)N)C2=CC=C(C=C2)OC2=CC=CC=C2